C[C@@H]1N(CCCC1)CCCC (R)-4-((S)-2-methylpiperidin-1-yl)butane